O=S1(CC(C1)N1C=CC=2C1=NC(=CC2CN2CCC(CC2)OC)C=2C(=C1CN(C(C1=CC2)=O)C2C(NC(CC2)=O)=O)F)=O 3-(5-(1-(1,1-dioxidothietan-3-yl)-4-((4-methoxypiperidin-1-yl)methyl)-1H-pyrrolo[2,3-b]pyridin-6-yl)-4-fluoro-1-oxoisoindolin-2-yl)piperidine-2,6-dione